ClC=1C(=C(C=C(C1)C1=CC=CC=C1)C(=O)NNS(=O)(=O)C1=CC=CC=C1)F N'-(5-chloro-4-fluoro-[1,1'-biphenyl]-3-carbonyl)benzenesulfonohydrazide